[(1R)-1-(1-bicyclo[1.1.1]pentanylmethyl)-2-hydroxy-ethyl]ammonium C12(CC(C1)C2)C[C@H](CO)[NH3+]